FC1([C@](C(N(C1)C)=O)(C=1N=NN(C1)C1=NC(=CC=C1)C1=NC(=NC=C1)NC1=NN(C=C1)C)O)F (R)-4,4-Difluoro-3-hydroxy-1-methyl-3-(1-(6-(2-((1-methyl-1H-pyrazol-3-yl)amino)pyrimidin-4-yl)pyridin-2-yl)-1H-1,2,3-triazol-4-yl)pyrrolidin-2-one